OC(CCCCCCCC(=O)O)C(CCCCCCCC)O (±)-syn-9,10-dihydroxystearic acid